5-(benzyloxy)-7-methylbicyclo[4.2.0]octa-1,3,5-triene-7-carbonitrile C(C1=CC=CC=C1)OC=1C=CC=C2CC(C12)(C#N)C